di(3-methoxysulfonylphenyl)iodonium hexafluorophosphate F[P-](F)(F)(F)(F)F.COS(=O)(=O)C=1C=C(C=CC1)[I+]C1=CC(=CC=C1)S(=O)(=O)OC